tert-butyl (2S)-2-[4-bromo-5-fluoro-2-(4-ethoxy-4,5-dihydroisoxazol-3-yl)phenoxy]-2-cyclopropylacetate BrC1=CC(=C(O[C@H](C(=O)OC(C)(C)C)C2CC2)C=C1F)C1=NOCC1OCC